cis-6-(((2-methoxyethyl)amino)methyl)-8-methyl-3-(3-(3-methyl-1-(4-methyl-4H-1,2,4-triazol-3-yl)cyclobutyl)phenyl)-4H-chromen-4-one COCCNCC=1C=C2C(C(=COC2=C(C1)C)C1=CC(=CC=C1)C1(CC(C1)C)C1=NN=CN1C)=O